NC1=C2CC[C@@H](N(C2=CC=C1NC1CC(CC1)C(=O)OC)C(=O)OC)C methyl (2S)-5-amino-6-[[3-(methoxycarbonyl)cyclopentyl]amino]-2-methyl-1,2,3,4-tetrahydroquinoline-1-carboxylate